2-(2,6-dioxo-3-piperidyl)-5-[4-[[4-[[1-[6-[5-(1-methylcyclopropoxy)-2H-indazol-3-yl]pyrimidin-4-yl]-4-piperidyl]methoxy]cyclohexyl]methyl]piperazin-1-yl]isoindoline-1,3-dione O=C1NC(CCC1N1C(C2=CC=C(C=C2C1=O)N1CCN(CC1)CC1CCC(CC1)OCC1CCN(CC1)C1=NC=NC(=C1)C=1NN=C2C=CC(=CC12)OC1(CC1)C)=O)=O